[Ca+2].B([O-])([O-])[O-].B([O-])([O-])[O-].[Ca+2].[Ca+2] Boric acid, calcium salt